CC1=CC=C(C=C1)C1(SCCCS1)\C=C\C=C(C1=CC=CC=C1)C1=CC=CC=C1 (E)-2-(4-methylphenyl)-2-(4,4-diphenyl-1,3-butadienyl)-1,3-dithiane